C[C@]12CC[C@H](C[C@@H]1CC[C@@H]3[C@@H]2CC[C@]4([C@H]3CC[C@@H]4O)C)O[C@@H]5[C@@H]([C@H]([C@@H]([C@H](O5)CO)O)O)O The molecule is a steroid saponin that is 5alpha-androstane-3alpha,17beta-diol attached to a alpha-D-glucopyranosyl residue at position 3 via a glycosidic linkage. It has a role as a Daphnia magna metabolite. It is a steroid saponin, an androstanoid, a 17beta-hydroxy steroid, an alpha-D-glucoside and a monosaccharide derivative. It derives from a 5alpha-androstane-3alpha,17beta-diol.